CC1(OC2=C(C1)C=C(C=C2OCCC)N)C 2,2-dimethyl-7-propoxy-2,3-dihydrobenzofuran-5-amine